1-(2-ethoxy-5-fluoro-4-pyridyl)-3,3-dimethyl-N-[(3R)-3-methyl-1,1-dioxo-thiolan-3-yl]-2-oxo-indoline-5-carboxamide C(C)OC1=NC=C(C(=C1)N1C(C(C2=CC(=CC=C12)C(=O)N[C@]1(CS(CC1)(=O)=O)C)(C)C)=O)F